1-benzyl-3-hydroxy-4-[(4-methylcyclohexylamino)methyl]pyridin-2(1H)-one C(C1=CC=CC=C1)N1C(C(=C(C=C1)CNC1CCC(CC1)C)O)=O